7-Chloro-3-iodo-1H-pyrazolo[4,3-b]pyridine ClC1=C2C(=NC=C1)C(=NN2)I